C(CCC)C=1C=CC=C(C(=O)OOC(C2=CC=CC(=C2)CCCC)=O)C1 5-butylbenzoyl peroxide